tert-butyl 6-(1H-Indazol-4-yl)-3-methyl-3,4-dihydro-2H-pyridine-1-carboxylate N1N=CC2=C(C=CC=C12)C1=CCC(CN1C(=O)OC(C)(C)C)C